(3R*,4R*)-1-Cyclohexyl-4-{[5-(2,4-difluoro-phenyl)-isoxazole-3-carbonyl]-amino}-piperidine-3-carboxylic acid [(R)-1-(3-fluoro-pyridin-2-yl)-ethyl]-amide FC=1C(=NC=CC1)[C@@H](C)NC(=O)[C@@H]1CN(CC[C@H]1NC(=O)C1=NOC(=C1)C1=C(C=C(C=C1)F)F)C1CCCCC1 |o1:12,17|